O=C1OC2(CCCC2)CCN1C=1C=C2C(=CC=NC2=CC1)C(=O)OC(C)(C)C tert-butyl 6-(7-oxo-6-oxa-8-azaspiro[4.5]decan-8-yl)quinoline-4-carboxylate